4-(4-(5-(2,4-Bis(benzyloxy)-5-isopropylphenyl)-3-(ethylcarbamoyl)isoxazol-4-yl)benzyl)piperazine-1-carboxylic acid tert-butyl ester C(C)(C)(C)OC(=O)N1CCN(CC1)CC1=CC=C(C=C1)C=1C(=NOC1C1=C(C=C(C(=C1)C(C)C)OCC1=CC=CC=C1)OCC1=CC=CC=C1)C(NCC)=O